(S)-4-((6-((1-((6-bromo-4-fluoro-1-(oxetan-2-ylmethyl)-1H-benzo[d]imidazol-2-yl)methyl)piperidin-4-yl)oxy)pyridin-2-yl)methoxy)-3-Fluorobenzonitrile BrC=1C=C(C2=C(N(C(=N2)CN2CCC(CC2)OC2=CC=CC(=N2)COC2=C(C=C(C#N)C=C2)F)C[C@H]2OCC2)C1)F